imidazole, ammonium salt [NH4+].N1C=NC=C1